4-benzyloxy-2-chloro-6-methyl-pyridine-3,5-dicarboxylic acid diethyl ester C(C)OC(=O)C=1C(=NC(=C(C1OCC1=CC=CC=C1)C(=O)OCC)C)Cl